FC(C(C(C(C(F)(F)F)(F)F)(F)F)(F)F)(F)F perfluoron-pentane